5,12-dihydro-5,7,12,14-tetrazapentacen C1=CC=CC=2NC3=CC4=NC5=CC=CC=C5NC4=CC3=NC12